(S)-2-methylpropane-2-sulfinylAmine CC(C)(C)[S@](=O)N